2-fluoro-6-[(2-hydroxybenzyl)amino]-9-(oxepan-2-yl)-9H-purine FC1=NC(=C2N=CN(C2=N1)C1OCCCCC1)NCC1=C(C=CC=C1)O